OCCOCC(OCCOCCO)COCCOCCO 7-((2-hydroxyethoxy)methyl)-3,6,9,12-tetraoxatetradecane-1,14-diol